C1(=CC=CC=C1)C(N1CCN(CC1)CC=1C=C2C(N(C(C2=CC1)=O)N1C(NC(CC1)=O)=O)=O)C1=CC=CC=C1 5-((4-diphenylmethylpiperazin-1-yl)methyl)-2-(2,4-dioxotetrahydropyrimidine-1(2H)-yl)isoindoline-1,3-dione